2-(1-(4-chlorodibenzo[b,e][1,4]oxazepin-5(11H)-yl)ethyl)-5-hydroxy-N-(isoxazol-4-yl)-1-methyl-6-oxo-1,6-dihydropyrimidine-4-carboxamide ClC1=CC=CC2=C1N(C1=C(OC2)C=CC=C1)C(C)C=1N(C(C(=C(N1)C(=O)NC=1C=NOC1)O)=O)C